N-(4-(3-(5-(dimethylamino)naphthalene-1-sulfonamido)phenyl)thiazol-2-yl)-6-amino-hexanamide CN(C1=C2C=CC=C(C2=CC=C1)S(=O)(=O)NC=1C=C(C=CC1)C=1N=C(SC1)NC(CCCCCN)=O)C